OC1=CC(=C(C=O)C=C1)NC 4-HYDROXY-2-(METHYLAMINO)BENZALDEHYDE